N1(N=NC=C1)O [1,2,3]Triazol-1-ol